ClC=1C=C(C=CC1C1CCCCC1)N1C(C2=CC=CC=C2[C@H]([C@@H]1C1=CC2=C(OCCO2)C=C1)C(=O)O)=O |o1:21,22| (3R,4R) or (3S,4S)-2-(3-chloro-4-cyclohexylphenyl)-3-(2,3-dihydro-1,4-benzodioxin-6-yl)-1-oxo-1,2,3,4-tetrahydroisoquinoline-4-carboxylic acid